Cl.Cl.COC=1C=C2C(=NC=NC2=CC1OCCCN1CCN(CC1)C)C1=CC=C(C=C1)[N+](=O)[O-] 6-methoxy-7-(3-(4-methylpiperazin-1-yl)propoxy)-4-(4-nitrophenyl)quinazoline dihydrochloride